OC1=C(C=CC=C1)C(C)=O 1-(2-hydroxyphenyl)-ethanone